FC(C1=CC=C(C=C1)OC1=CC=C(O[C@@H](C(=O)O)C)C=C1)(F)F |r| (RS)-2-[4-(α,α,α-trifluoro-p-tolyloxy)phenoxy]propanoic acid